Pyrazoline-3,5-dione N1NC(CC1=O)=O